N1(CCCC1)C(=O)[C@@H]1CNCCC1 (3S)-3-[(pyrrolidin-1-yl)carbonyl]piperidine